4-((((1-Isopropyl-1H-pyrazol-5-yl)methyl)(5-(2,4,5-trifluoro-3-hydroxyphenyl)-1,2,4-oxadiazol-3-yl)amino)methyl)-N,N-dimethylbenzamide C(C)(C)N1N=CC=C1CN(C1=NOC(=N1)C1=C(C(=C(C(=C1)F)F)O)F)CC1=CC=C(C(=O)N(C)C)C=C1